8-[{6-(trifluoromethyl)pyridin-3-yl}oxy]quinoline-5-carbonitrile FC(C1=CC=C(C=N1)OC1=CC=C(C=2C=CC=NC12)C#N)(F)F